CS(=O)(=O)C1=CC=C(OCCN2CCC3(CC2)C(NC2=CC=CC=C23)=O)C=C1 1'-[2-(4-methanesulfonylphenoxy)ethyl]-1,2-dihydrospiro[indole-3,4'-piperidin]-2-one